BrCC=1SC(=CC1)[N+](=O)[O-] 2-bromomethyl-5-nitro-thiophene